(1R)-1-(5-fluoropyridin-2-yl)ethan-1-ol FC=1C=CC(=NC1)[C@@H](C)O